(5-(((((1-ethylpiperidin-3-yl)methoxy)carbonyl)oxy)methyl)-1,3-phenylene)bis(methylene) bis(4,4-bis(((Z)-oct-5-en-1-yl)oxy)butanoate) C(CCC\C=C/CC)OC(CCC(=O)OCC1=CC(=CC(=C1)COC(=O)OCC1CN(CCC1)CC)COC(CCC(OCCCC\C=C/CC)OCCCC\C=C/CC)=O)OCCCC\C=C/CC